IC1=C(NC2=C1C(NCC2)=O)C2=CC=NC1=CC=C(N=C21)COC 3-iodo-2-[6-(methoxymethyl)-1,5-naphthyridin-4-yl]-1H,5H,6H,7H-pyrrolo[3,2-c]Pyridin-4-one